FC(OC1=CC=C(C=C1)N1N=C(N=C1)C1=CC=C(N)C=C1)(F)F 4-(1-(4-(trifluoromethoxy)phenyl)-1H-1,2,4-triazol-3-yl)aniline